4-oxo-4H-chromen-3-carboxylic acid O=C1C(=COC2=CC=CC=C12)C(=O)O